N1NC(NC1)=S 1,2,4-triazolidine-3-thione